C(=O)(O)C1CC(C2=CC=CC=C2C1C(=O)O)C1CC(=O)OC1=O 3,4-dicarboxyl-1,2,3,4-tetrahydronaphthalenesuccinic anhydride